CC(C(N)C1=CC=CC=C1)(N)C Dimethyl-1-phenylethane-1,2-diamine